N-(4,4-Difluorocyclohexyl)-4-methyl-2-(3-(1-methylazetidin-3-yl)phenoxy)-1H-imidazole-1-carboxamide FC1(CCC(CC1)NC(=O)N1C(=NC(=C1)C)OC1=CC(=CC=C1)C1CN(C1)C)F